C(OC1=C(C=CC(=C1)Cl)OC)(OC)=O 5-chloro-2-methoxyphenyl methyl carbonate